1-[2-[2-methyl-5-(2,2,2-trifluoroethyl)-1,2,4-triazol-3-yl]-3-pyridyl]ethanone CN1N=C(N=C1C1=NC=CC=C1C(C)=O)CC(F)(F)F